ethyl trans-4-tert-butylsulfinylcyclohexanecarboxylate C(C)(C)(C)S(=O)[C@@H]1CC[C@H](CC1)C(=O)OCC